5-Chloro-N4-(6-methoxypyridin-3-yl)-N2-(3,4,5-trimethoxyphenyl)pyrimidine-2,4-diamine ClC=1C(=NC(=NC1)NC1=CC(=C(C(=C1)OC)OC)OC)NC=1C=NC(=CC1)OC